5-(6-azaspiro[2.5]oct-6-yl)-N-[6-(4,4-difluoropiperidin-1-yl)pyridin-2-yl]-7-(2-hydroxyethanesulfonylamino)-2,3-dihydro-1H-indene-4-carboxamide C1CC12CCN(CC2)C2=C(C=1CCCC1C(=C2)NS(=O)(=O)CCO)C(=O)NC2=NC(=CC=C2)N2CCC(CC2)(F)F